6-bromo-1-(2,2-difluoroethyl)-1H-pyrazolo[4,3-c]pyridine BrC1=CC2=C(C=N1)C=NN2CC(F)F